2-Fluoro-4-(2-((1-isopropyl-1H-pyrazol-4-yl)amino)-5-methylpyrimidin-4-yl)phenol FC1=C(C=CC(=C1)C1=NC(=NC=C1C)NC=1C=NN(C1)C(C)C)O